Cl.C1=CC=CC2=C1CNC1=C(S2(=O)=O)C=CC(=C1)C(=O)N 10,11-dihydrodibenzo[b,f][1,4]thiazepine-8-carboxamide 5,5-dioxide hydrochloride